α,α-dimethyl-cyclohexanepropanol CC(CCC1CCCCC1)(O)C